CC(C(C(=O)OCC1=NC=C(C=C1)N1CC2CC2C1)(C)C)CN1CC2(C1)CN(C2)S(=O)(=O)C2=C(NC(=CC2)C(F)(F)F)C (5-{3-Azabicyclo[3.1.0]hex-3-yl}pyridin-2-yl)methanol methyl-2,2-dimethyl-4-(6-((2-methyl-6-(trifluoromethyl)-1,4-dihydropyridin-3-yl)sulfonyl)-2,6-diazaspiro[3.3]heptan-2-yl)butanoate